3-(4-chloro-1H-indol-6-yl)-1-{[3-(cyclobutylmethoxy)phenyl]methyl}urea ClC1=C2C=CNC2=CC(=C1)NC(NCC1=CC(=CC=C1)OCC1CCC1)=O